3-(Propan-2-yl)-2λ6,1,3-benzothiadiazine-2,2,4(1H,3H)-trione CC(C)N1S(NC2=C(C1=O)C=CC=C2)(=O)=O